(E)-3-(3-hydroxy-4-methoxyphenyl)-2-(3,4,5-trimethoxyphenyl)acrylic acid n-Butyl-ammonium salt C(CCC)[NH3+].OC=1C=C(C=CC1OC)/C=C(/C(=O)[O-])\C1=CC(=C(C(=C1)OC)OC)OC